C(C1=CC=CC=C1)OC(=O)N[C@@H](C(=O)OCC1=CC=CC=C1)CNC(C1=CC(=CC(=C1)C=1C=NOC1C)F)=O (R)-benzyl 2-(((benzyloxy)carbonyl)amino)-3-(3-fluoro-5-(5-methylisoxazol-4-yl)benzamido)propanoate